BrC1=CC(=C(C(=C1OCC(C)=O)[N+](=O)[O-])OCC1=CC=C(C=C1)OC)F 1-(6-bromo-4-fluoro-3-((4-methoxybenzyl)oxy)-2-nitrophenoxy)propan-2-one